CCC(CC)[C@@H]1NC(OC1=O)=O (S)-4-(pent-3-yl)oxazolidine-2,5-dione